1,3-DI-OXO-INDEN O=C1CC(C2=CC=CC=C12)=O